BrC=1C(=NC(=NC1)N(CC1=C(C=C(C=C1)OC)OC)CC1=C(C=C(C=C1)OC)OC)OC 5-bromo-N,N-bis[(2,4-dimethoxyphenyl)methyl]-4-methoxy-pyrimidin-2-amine